C(C)(=O)NC1CC(CCC1)CC1=C(N=C2N1C=CC(=C2)C)C2=C(C=C(C(=O)NC)C=C2F)F 4-(3-((3-acetamido-cyclohexyl)methyl)-7-methylimidazo[1,2-a]pyridin-2-yl)-3,5-difluoro-N-methylbenzamide